C[C@@H]1[C@]2(C[C@H]([C@@H](C([C@@H]2CC[C@@]1(CC3=C[C@]4(CCC[C@@]([C@H]4C=C3)(C)C(=O)O)C)C(=O)C)(C)C)O)O)C The molecule is a triterpenoid isolated from whole plants of Geum japonicum and has been shown to exhibit inhibitory activity against HIV-1 protease. It has a role as a metabolite and a HIV protease inhibitor. It is a triterpenoid, a secondary alcohol, a methyl ketone and a monocarboxylic acid.